FC1=C(C(=CC=C1)F)[AlH]C1=C(C=CC=C1F)F bis(2,6-difluorophenyl)aluminum hydride